COCCCNC1C2=C(N(S(C3=C1C=CC(=C3)C3=CC=CC=C3)(=O)=O)C)C=CC=C2 11-((3-Methoxypropyl)amino)-6-methyl-3-phenyl-6,11-dihydrodibenzo[c,f][1,2]thiazepine 5,5-dioxide